methyl (4-((4-methoxyphenyl)sulfonamido)isoquinolin-1-yl)-D-prolinate COC1=CC=C(C=C1)S(=O)(=O)NC1=CN=C(C2=CC=CC=C12)N1[C@H](CCC1)C(=O)OC